C(C1=CC=CC=C1)OC(=O)C=1N(C=CC1C1CCN(CC1)C(CN)=O)S(NC(=O)OCC1=CC=CC=C1)(=O)=O 3-[1-(2-Aminoacetyl)-4-piperidinyl]-1-(benzyloxycarbonyl-sulfamoyl)pyrrole-2-carboxylic acid benzyl ester